S1C=C(C=C1)C=CC(=O)O 3-(3-Thienyl)ACRYLIC ACID